FC1(C2=CC=CC=C2C=2C=CC(=CC12)C([C@H](C)O)=O)F (S)-1-(9,9-difluoro-9H-fluoren-2-yl)-2-hydroxy-propan-1-one